OC=1C=C2[C@H](C[C@@H]([C@@H](C2=CC1)C1=CC=C(C=C1)N1CCC(CC1)C=O)C1=CC=CC=C1)C 1-(4-((1R,2S,4S)-6-hydroxy-4-methyl-2-phenyl-1,2,3,4-tetrahydronaphthalen-1-yl)phenyl)piperidine-4-carbaldehyde